BrC1=CC(=C(C=NO)C=C1OC)SC(C)(C)C 4-bromo-2-(tert-butylsulfanyl)-5-methoxybenzaldehyde oxime